2-methoxy-3-(4-methyl-1H-imidazol-1-yl)-7-(3,4,5-trifluorophenyl)-9H-fluoren-9-one COC1=CC=2C(C3=CC(=CC=C3C2C=C1N1C=NC(=C1)C)C1=CC(=C(C(=C1)F)F)F)=O